FC(F)C=1N=C(C2=C(N1)C=C(C=N2)C=C)O (difluoromethyl)-7-vinylpyrido[3,2-d]pyrimidin-4-ol